2,6-dit-butylhydroquinone C(C)(C)(C)C1=C(O)C(=CC(=C1)O)C(C)(C)C